Cl.FC([C@H](N)C1=CC=C(C=C1)OC(F)(F)F)(F)F (R)-2,2,2-trifluoro-1-(4-(trifluoromethoxy)phenyl)ethan-1-amine hydrochloride